C(C)C1=CC=CC2=CC3=CC=CC=C3C(=C12)OC(=O)CC(C(=O)O)C=CCCCCCCCCCCCCCC 1-ethyl-9-(2-n-hexadecenyl-2-carboxyethyl)carbonyloxyanthracene